aluminum tris(propyl acetoacetate) C(CC)CC(CC(=O)[O-])=O.C(CC)CC(CC(=O)[O-])=O.C(CC)CC(CC(=O)[O-])=O.[Al+3]